C(N)(=O)C=1C(=NC(=C(N1)CC)N(C)CC)NC=1C=C(C=CC1)CCNC(CN(C(OC(C)(C)C)=O)C)=O tert-butyl N-[2-[2-[3-[[3-carbamoyl-5-ethyl-6-[ethyl(methyl)amino] pyrazin-2-yl] amino] phenyl] ethylamino]-2-oxo-ethyl]-N-methyl-carbamate